Cl\C(\C(=O)OCC)=N/O (Z)-ethyl 2-chloro-2-(hydroxyimino)acetate